C(C=C)C1N(CCC(C1)=O)C(=O)OC(C)(C)C tert-butyl 2-allyl-4-oxopiperidine-1-carboxylate